N1(C=CC2=CC=CC=C12)C(C=CC1=CC=CC=C1)=O 1-(1H-indol-1-yl)-3-phenylprop-2-en-1-one